6-chloro-4-{4-[(3-fluoro-2-hydroxyphenyl)methyl]piperazin-1-yl}-1-methyl-2-oxo-1,2-dihydro-1,5-naphthyridine-3-carbonitrile ClC=1N=C2C(=C(C(N(C2=CC1)C)=O)C#N)N1CCN(CC1)CC1=C(C(=CC=C1)F)O